ClC=1C=C2C(=C(C(N(C2=CC1OC[C@@H]1COCC1)C)=O)C(=O)N)N1CCC(CC1)C=1OC2=C(N1)C=C(C=C2)C 6-chloro-1-methyl-4-[4-(5-methyl-1,3-benzoxazol-2-yl)piperidin-1-yl]-2-oxo-7-{[(3S)-oxolan-3-yl]methoxy}-1,2-dihydroquinoline-3-carboxamide